ClC1=CC=C(C=C1)C=1N=C2N(C=CC=C2)C1CN1CC2COCC(C1)N2C(=O)C2CCCC2 (7-{[2-(4-chlorophenyl)imidazo[1,2-a]pyridin-3-yl]methyl}-3-oxa-7,9-diazabicyclo[3.3.1]non-9-yl)(cyclopentyl)methanone